2-((1r,4r)-4-(2-(aminomethyl)-6-(phenylsulfonyl)imidazo[4,5-d]Pyrrolo[2,3-b]Pyridin-1(6H)-yl)cyclohexyl)acetonitrile 2,2,2-trifluoroacetate salt FC(C(=O)O)(F)F.NCC1=NC=2C(=C3C(=NC2)N(C=C3)S(=O)(=O)C3=CC=CC=C3)N1C1CCC(CC1)CC#N